OCC=1C=C2C=C(N(C2=CC1OC)S(=O)(=O)C1=CC=C(C)C=C1)CNC(=O)C1(CC1)C N-((5-(hydroxymethyl)-6-methoxy-1-tosyl-1H-indol-2-yl)methyl)-1-methylcyclopropane-1-carboxamide